2-(6-(((3s,6s)-6-(hydroxymethyl)-1-methylpiperidin-3-yl)amino)pyridazin-3-yl)-3-methyl-5-(trifluoromethyl)phenol OC[C@@H]1CC[C@@H](CN1C)NC1=CC=C(N=N1)C1=C(C=C(C=C1C)C(F)(F)F)O